5-(4-(hydroxymethyl)-2H-1,2,3-triazol-2-yl)-3-methylbenzo[d]oxazol-2(3H)-one OCC1=NN(N=C1)C=1C=CC2=C(N(C(O2)=O)C)C1